5-fluoro-2,3-dihydro-1H-indole FC=1C=C2CCNC2=CC1